CC1(C2=CN(N=C2C2=C(C1)OC(=C2C)C(=O)NC[C@H]2OCCC2)CC2=NC=CC=C2)C 4,4,8-Trimethyl-2-(pyridin-2-ylmethyl)-N-[(2S)-tetrahydrofuran-2-ylmethyl]-4,5-dihydro-2H-furo[2,3-g]indazol-7-carboxamid